BrC=1C=C2C(=NC1)NC([C@]21CC=2C(=NC=C(C2)C(=O)OC)C1)=O Methyl (S)-5'-bromo-2'-oxo-1',2',5,7-tetrahydrospiro[cyclopenta[b]pyridine-6,3'-pyrrolo[2,3-b]pyridine]-3-carboxylate